3-cyclohexylaminopropane-1-sulfonic acid C1(CCCCC1)NCCCS(=O)(=O)O